[N+](=O)([O-])C1=C(C=CC=C1)S(=O)(=O)NCCCNS(=O)(=O)C1=C(C=CC=C1)[N+](=O)[O-] 2-nitro-N-[3-[(2-nitrophenyl)sulfonylamino]propyl]benzenesulfonamide